N1(C=NC2=C1C=CC=C2)CC2=C(C=CC=C2)CN2C=NC1=C2C=CC=C1 1,2-bis((1H-benzo[d]imidazol-1-yl)methyl)benzene